dinonyl-naphthalene ammonium [NH4+].C(CCCCCCCC)C1=C(C2=CC=CC=C2C=C1)CCCCCCCCC